cobalt dimethyl-imidazolium salt C[N+]1=C(NC=C1)C.[Co+2]